C(C)(C)(C)C1=NC(=NO1)C(=O)NCC1=C(C=C(C=C1)C1=NC=NN2C1=CC(=C2)C2=CC(=CC=C2)C(CN2CCC(CC2)C2=CC=C(C=C2)C2C(NC(CC2)=O)=O)C)C 5-(tert-butyl)-N-(4-(6-(3-(1-(4-(4-(2,6-dioxopiperidin-3-yl)phenyl)piperidin-1-yl)propan-2-yl)phenyl)pyrrolo[2,1-f][1,2,4]triazin-4-yl)-2-methylbenzyl)-1,2,4-oxadiazole-3-carboxamide